BrC=1C=C2C(C(NC2=CC1F)=O)=O 5-bromo-6-fluoro-indoline-2,3-dione